FC(C1=CC=C(C=C1)C1=NC(=CC=2N1C=CN2)CNC(C=C)=O)(F)F N-((5-(4-(trifluoromethyl)phenyl)imidazo[1,2-c]pyrimidin-7-yl)methyl)acrylamide